C(C)(C)(C)NC(C(=O)C1=C(C(=C(N1C)C)C(=O)NC1=C(C(=CC=C1)C)F)C)=O 5-(2-(tert-butylamino)-2-oxoacetyl)-N-(2-fluoro-3-methylphenyl)-1,2,4-trimethyl-1H-pyrrole-3-carboxamide